decyl-dodecyl-amine oxide C(CCCCCCCCC)[NH+](CCCCCCCCCCCC)[O-]